9,10-dihydro-9-oxo-10-phosphaphenanthrene-10-oxide O=C1C2=CC=CC=C2C=2C=CC=CC2P1=O